4-(furan-2-yl)-6-[5-(1H-pyrazol-4-yloxy)-1,2,3-benzotriazol-1-yl]pyrimidine-2-amine O1C(=CC=C1)C1=NC(=NC(=C1)N1N=NC2=C1C=CC(=C2)OC=2C=NNC2)N